COC(CCN(CCN(CCC(=O)OC)CCC(=O)OC)CCC(OC)=O)=O methyl 3-[2-[bis(3-methoxy-3-oxopropyl)amino]ethyl-(3-methoxy-3-oxopropyl)amino]propanoate